COC(CCC#CC1=C(C=CC=C1)C1=CC(=CC=C1)CC1N(CCCC1NS(=O)(=O)C)C(=O)OC(C)(C)C)=O tert-butyl 2-((2'-(5-methoxy-5-oxopent-1-yn-1-yl)-[1,1'-biphenyl]-3-yl)methyl)-3-(methylsulfonamido)piperidine-1-carboxylate